2-fluoro-2-[(5s,7s)-7-fluoro-5-phenyl-6,7-dihydro-5H-pyrrolo[1,2-b][1,2,4]triazol-2-yl]acetonitrile FC(C#N)C=1N=C2N(N1)[C@@H](C[C@@H]2F)C2=CC=CC=C2